FC1=CC=C(CC=2C=3N(C4=C(C2)NCC4(C)C)C(N(N3)C)=O)C=C1 4-(4-fluorobenzyl)-2,8,8-trimethyl-2,6,7,8-tetrahydro-1H-pyrrolo[2,3-e][1,2,4]triazolo[4,3-a]pyridin-1-one